C(C)(C)(C)OC(=O)N1C[C@@H](N(CC1)C=1C2=C(N=CN1)N(C=C2C2CC2)C2=CC=C(C=C2)Cl)C (S)-4-(7-(4-chlorophenyl)-5-cyclopropyl-7H-pyrrolo[2,3-d]pyrimidin-4-yl)-3-methylpiperazine-1-carboxylic acid tert-butyl ester